ClC1=C(CN2[C@@H](C[C@@](CC2)(C(=O)O)CC2=NC(=CC(=C2F)C)NC2=NNC(=C2)C)CC)C=CC=C1Cl (2R,4R)-1-(2,3-dichlorobenzyl)-2-ethyl-4-((3-fluoro-4-methyl-6-((5-methyl-1H-pyrazol-3-yl)amino)pyridin-2-yl)methyl)piperidine-4-carboxylic acid